C(C)(C)(C)OC(N(C)C1CCN(CC1)C1=NC=C(C=C1)Br)=O (1-(5-bromopyridin-2-yl)piperidin-4-yl)(methyl)carbamic acid tert-butyl ester